IC=1C=C(C=CC1)C1=NOC(=N1)C=C 3-(3-iodophenyl)-5-vinyl-1,2,4-oxadiazole